COC=1C(=CC=2C(=C3C(=NC2C1)CCC3)NC3CCN(CC3)CCCOC)OC N-{6,7-dimethoxy-1H,2H,3H-cyclopenta[b]quinolin-9-yl}-1-(3-methoxypropyl)piperidin-4-amine